C(C)(C)(C)N(C(O)=O)[C@@H](C=O)C.ClC1=NC(=CC(=N1)NC1CCN(CC1)C(C)=O)C(=O)N1C[C@H]([C@@H](CC1)N1CC2=CC=CC=C2CC1)O 1-(4-((2-chloro-6-((trans)-4-(3,4-dihydroisoquinolin-2(1H)-yl)-3-hydroxypiperidin-1-carbonyl)pyrimidin-4-yl)amino)piperidin-1-yl)ethan-1-one t-butyl-(R)-(1-oxopropan-2-yl)carbamate